cis-N-methyl-4-(3-trifluoromethyl-phenyl)-1,2,3,4-tetrahydro-1-naphthylamine CN[C@@H]1CC[C@@H](C2=CC=CC=C12)C1=CC(=CC=C1)C(F)(F)F